N-methyl-oxolane-3-carboxamide CNC(=O)C1COCC1